C(C)C(CC(=O)NC(C(=O)O)CCN(CCCCC1=NC=2NCCCC2C=C1)CCOC1=CC(=CC=C1)OC)CC 2-(3-ethylpentanoylamino)-4-[2-(3-methoxyphenoxy)ethyl-[4-(5,6,7,8-tetrahydro-1,8-naphthyridin-2-yl)butyl]amino]butanoic acid